ClC1=C(C=C(C=C1)F)NC1=NC=C(C=C1NC(C1=CC(=CC(=C1)C(F)(F)F)F)=O)C(C)(C)O N-(2-(2-chloro-5-fluorophenylamino)-5-(2-hydroxypropan-2-yl)pyridin-3-yl)-3-fluoro-5-(trifluoromethyl)benzamide